N1C(CC2CCCCC12)C(=O)O octahydro-1H-indole-2-carboxylic acid